4-tert-butyl-2-(dibromoboryl)pyridine C(C)(C)(C)C1=CC(=NC=C1)B(Br)Br